3-(4-cyclopropyl-7-methoxy-1-oxoisoindolin-2-yl)piperidine-2,6-dione C1(CC1)C1=C2CN(C(C2=C(C=C1)OC)=O)C1C(NC(CC1)=O)=O